FC(=C(O)F)OC(=C(F)O)F perfluorohydroxyvinylether